(S or R)-5-methyl-3-(4-((2-oxo-1,2-dihydro-1,6-naphthyridin-3-yl)methyl)phenyl)oxazolidin-2-one C[C@H]1CN(C(O1)=O)C1=CC=C(C=C1)CC=1C(NC2=CC=NC=C2C1)=O |o1:1|